CC=1C(=C(C=C(C1)C(F)(F)F)O)C=1N=NC(=CC1)COC1CCNCC1 3-Methyl-2-(6-((piperidin-4-yloxy)methyl)pyridazin-3-yl)-5-(trifluoromethyl)phenol